BrC1=C(C=C2C(=NC(NC2=C1SC[C@@H](CN1CCC2(COC2)CC1)O)=O)O)Cl (R)-7-bromo-6-chloro-4-hydroxy-8-((2-hydroxy-3-(2-oxa-7-azaspiro[3.5]nonan-7-yl)propyl)thio)quinazolin-2(1H)-one